ClC=1C(=CC(=C(C1)S(=O)(=O)NC=1SC=CN1)F)NCCC1CNCCC1 5-chloro-2-fluoro-4-((2-(piperidin-3-yl)ethyl)amino)-N-(thiazol-2-yl)benzenesulfonamide